4-hydroxy-3-methoxymandelic acid OC1=C(C=C(C(C(=O)O)O)C=C1)OC